propanoic acid, formic acid salt C(=O)O.C(CC)(=O)O